(S)-2-amino-2-cycloheptyl-N-(5-(1,4-dimethyl-1H-1,2,3-triazol-5-yl)pyridin-2-yl)acetamide N[C@H](C(=O)NC1=NC=C(C=C1)C1=C(N=NN1C)C)C1CCCCCC1